3-[3-iodo-5-methyl-4-(propan-2-yl)-1H-pyrazol-1-yl]propane-1,2-diol IC1=NN(C(=C1C(C)C)C)CC(CO)O